BrC1=C2OCCCC3=C(NC(C(S1)=C23)Cl)N(C(OC(C)(C)C)=O)C tert-butyl N-(2-bromo-5-chloro-12-oxa-3-thia-6-azatricyclo[6.4.1.04,13]trideca-1,4(13),7-trien-7-yl)-N-methyl-carbamate